ClC1=C2C(=NC=C1)SC=N2 7-chlorothiazolo[5,4-b]pyridine